zinc 3-methylbutanoate CC(CC(=O)[O-])C.[Zn+2].CC(CC(=O)[O-])C